(S)-N-((S)-3-(3,4-dihydroisoquinolin-2(1H)-yl)-2-hydroxypropyl)-2-phenylthiomorpholine-4-carboxamide C1N(CCC2=CC=CC=C12)C[C@H](CNC(=O)N1C[C@@H](SCC1)C1=CC=CC=C1)O